4-chloro-10-(2,6-difluoro-4-{[2-(3-oxopiperazin-1-yl)ethyl]amino}phenyl)-8-ethyl-9-oxo-6,8,10-triazatricyclo[9.4.0.02,7]pentadeca-1(11),2(7),3,5,12,14-hexaene-13-carbonitrile ClC1=CC=2C=3C=CC(=CC3N(C(N(C2N=C1)CC)=O)C1=C(C=C(C=C1F)NCCN1CC(NCC1)=O)F)C#N